butylphosphonate C(CCC)P([O-])([O-])=O